[N+](=O)([O-])C1=CC=C(C=C1)OC(=O)O[C@H]1C[C@H](CC1)C1=NN(C(=C1)NC1=CC=2N(C(NS(C2C=C1)(=O)=O)=O)C)C(C)(C)C (1R,3S)-3-[1-(2-methylprop-2-yl)-5-[(4-methyl-1,1,3-trioxo-3,4-dihydro-2H-1λ6-benzo[2,1-e][1,2,4]thiadiazin-6-yl)amino]pyrazol-3-yl]cyclopentyl [(4-nitrophenyl)oxy]methanoate